C(CCCCCCCCC)[Si](C[Si](OC)(OC)OC)(OC)OC 1-n-decyl-1,1,3,3,3-pentamethoxy-1,3-disilapropane